O=C1NC(CCC1N1C=NC2=C(C=CC=C2C1=O)C#CCCC=1C(=NC=CC1)C(=O)N)=O (4-(3-(2,6-dioxopiperidin-3-yl)-4-oxo-3,4-dihydroquinazolin-8-yl)but-3-yn-1-yl)picolinamide